C1(=CC(=CC=C1)C1=CN(C2=NC=CC=C21)C=2SC=C(N2)C(=O)O)C2=CC=CC=C2 2-(3-([1,1'-biphenyl]-3-yl)-1H-pyrrolo[2,3-b]pyridin-1-yl)thiazole-4-carboxylic acid